FC=1C(=C(C=CC1F)C(=O)N1CC(C1)(O)C1=NC=CC=C1)NC1=C(C=C(C=C1)I)F 1-({3,4-difluoro-2-[(2-fluoro-4-iodophenyl)amino]Phenyl}carbonyl)-3-pyridin-2-ylazetidin-3-ol